C=C1CC(C1)C=CC(=O)OC(C)(C)C tert-Butyl 3-(3-methylenecyclobutyl)acrylate